2-chloro-N-((3R,4R)-4-(((1-cyclobutyl-3-methyl-5-nitro-1H-pyrazol-4-yl)oxy)methyl)tetrahydrofuran-3-yl)-5-(trifluoromethyl)pyridin-4-amine ClC1=NC=C(C(=C1)N[C@H]1COC[C@@H]1COC=1C(=NN(C1[N+](=O)[O-])C1CCC1)C)C(F)(F)F